O1C(=O)CCC2=CC=CC=C12 di-hydrocumarin